ClC=1C(=CC(=NC1)OC)C1=CC(=NN1)C(=O)N1CCC(CC1)C(=O)NC1CCOC2=CC=C(C=C12)F (5-(5-chloro-2-methoxypyridin-4-yl)-1H-pyrazole-3-carbonyl)-N-(6-fluorochroman-4-yl)piperidine-4-carboxamide